NC1=NC2=CC(=CC=C2C(=N1)N[C@H]1[C@H]2C[C@@H]([C@@H](C1)C2)O)C2=CC=NN2 (1R,2S,4R,5R)-5-((2-amino-7-(1H-pyrazol-5-yl)quinazolin-4-yl)amino)bicyclo[2.2.1]heptan-2-ol